ClC1=NC2=NC(=C(N=C2C(=N1)[C@@H]1C[C@@H](C1)C(F)(F)F)C)C 2-chloro-6,7-dimethyl-4-(cis-3-(trifluoromethyl)cyclobutyl)pteridine